BrC=1C(=CC(=NC1)C(F)(F)F)CO (5-bromo-2-(trifluoromethyl)pyridin-4-yl)methanol